C(C)(C)C1=C(NC2=CC=C(C=C12)C1CCN(CC1)C1CCOCC1)C=1C=C(C=2N(C1)N=CN2)OC 6-(3-isopropyl-5-(1-(tetrahydro-2H-pyran-4-yl)piperidin-4-yl)-1H-indol-2-yl)-8-methoxy-[1,2,4]triazolo[1,5-a]pyridine